FC=1C=CC=NC1OC 5-fluoro-6-methoxypyridin